8-{6-methyl-1-[(4-methylphenyl)sulfonyl]-7-oxo-6,7-dihydro-1H-pyrrolo[2,3-c]pyridin-4-yl}spiro[1,4-benzoxazine-2,1'-cyclopropan]-3(4H)-one CN1C(C2=C(C(=C1)C1=CC=CC=3NC(C4(CC4)OC31)=O)C=CN2S(=O)(=O)C2=CC=C(C=C2)C)=O